methyl 3-chlorobicyclo[1.1.1]pentane-1-carboxylate ClC12CC(C1)(C2)C(=O)OC